vitamin C magnesium phosphate P(=O)([O-])([O-])[O-].[Mg+2].OC=1[C@H](OC(C1O)=O)[C@H](CO)O.P(=O)([O-])([O-])[O-].[Mg+2].[Mg+2]